tert-Butyl 4-[2-[3-[[2-chloro-6-[3-[2-[1-(trifluoromethyl)cyclopropyl] ethoxy] pyrazol-1-yl]pyridine-3-carbonyl] sulfamoyl]pyrazol-1-yl]ethoxy]-2,2-dimethyl-pyrrolidine-1-carboxylate ClC1=NC(=CC=C1C(=O)NS(=O)(=O)C1=NN(C=C1)CCOC1CC(N(C1)C(=O)OC(C)(C)C)(C)C)N1N=C(C=C1)OCCC1(CC1)C(F)(F)F